methyl 4-{[(2,2-dimethylpropanoyl)oxy]methoxy}benzoate CC(C(=O)OCOC1=CC=C(C(=O)OC)C=C1)(C)C